N-(3-chloro-2-methylphenyl)-2-[(3-methoxypropyl)amino]-6-({[2-(trifluoromethyl)phenyl]carbonyl}amino)-1H-benzimidazole-4-carboxamide ClC=1C(=C(C=CC1)NC(=O)C1=CC(=CC=2NC(=NC21)NCCCOC)NC(=O)C2=C(C=CC=C2)C(F)(F)F)C